((S)-4-(6-bromo-7-fluoro 1-oxo-2-isoquinolyl)-3-hydroxy-1-methyl-butyl) carbamate C(N)(O[C@H](CC(CN1C(C2=CC(=C(C=C2C=C1)Br)F)=O)O)C)=O